C(CCCCCCCCCCCCCCCCC)NCCCCCCCCCCCCCCCCCC dioctadecyl-amine